6-chloro-α-methyl-9H-carbazole-2-acetic acid ClC=1C=C2C=3C=CC(=CC3NC2=CC1)C(C(=O)O)C